OC1=C(C=CC=C1OCOC)C(C)=O 1-[2-hydroxy-3-(methoxymethoxy)phenyl]ethanone